3-(4-deuterio-8-methoxy-1-prop-2-enoyl-2,3-dihydroquinolin-4-yl)-7-[[1-(2-hydroxyethyl)pyrazol-4-yl]amino]-1-methyl-4H-pyrimido[4,5-d]pyrimidin-2-one [2H]C1(CCN(C2=C(C=CC=C12)OC)C(C=C)=O)N1C(N(C2=NC(=NC=C2C1)NC=1C=NN(C1)CCO)C)=O